cis-3-amino-1-(2-(difluoromethyl)-2-methylcyclopropyl)pyridin-2(1H)-one hydrochloride Cl.NC=1C(N(C=CC1)[C@H]1[C@@](C1)(C)C(F)F)=O